ONC(C1=NC=CC=C1)=O N-hydroxypicolamide